C(C)(C)(C)OC(N(C1=NC=C(C(=N1)OC)CCCO)C(=O)OC(C)(C)C)=O tert-Butoxycarbonyl-N-[5-(3-hydroxypropyl)-4-methoxy-pyrimidin-2-yl]carbamic acid tert-butyl ester